CN(C1=CC=C(C=C1)C#C)C p-dimethylaminophenylvinylene